2-Amino-5-chloro-4-methyl-1,3-thiazole NC=1SC(=C(N1)C)Cl